ClC=1C=C(C=C(C1)Cl)C=1C(=NN(C1C(=O)O)C=1SC(=C(N1)C=1C=NC=CC1)SC(C)C)C 4-(3,5-dichlorophenyl)-1-(5-(isopropylsulfanyl)-4-(pyridin-3-yl)thiazol-2-yl)-3-methyl-1H-pyrazole-5-carboxylic acid